NC=1C=C(C=C(C1)C1=CC=C(C=C1)C(=O)O)C(=O)O 5-amino-1,1'-biphenyl-3,4'-dicarboxylic acid